(2,3-dihydroxypropyl)glycerol OC(CC(O)C(O)CO)CO